2-phenylethyl (E)-cinnamate C(\C=C\C1=CC=CC=C1)(=O)OCCC1=CC=CC=C1